C1(C=CC(N1CCCC(=O)ON1C(C(CC1=O)S(=O)(=O)O)=O)=O)=O N-(γ-maleimidobutyryloxy)sulfosuccinimide